2-(2-methoxyphenyl)-4(3H)-quinazolinone COC1=C(C=CC=C1)C1=NC2=CC=CC=C2C(N1)=O